ClC=1N=CC2=C(N1)N(C(=C2F)C2CC2)C2=NC(=CC=C2)CC(C)C 2-chloro-6-cyclopropyl-5-fluoro-7-(6-isobutylpyridin-2-yl)-7H-pyrrolo[2,3-d]Pyrimidine